FC=1C=C(C=CC1)C=1N(C(=NN1)SCCC(=O)OCC)C1=CC=CC=C1 Ethyl 3-(5-(3-fluorophenyl)-4-phenyl-4H-1,2,4-triazol-3-ylthio)propanoate